CN(C(=O)C1=NC=CC(=C1)C=1SC=2C=NC(=CC2N1)NC1=NC(=NC=C1)N1[C@@H]2CN([C@H](C1)C2)C)C N,N-Dimethyl-4-[6-({2-[(1S,4S)-5-methyl-2,5-diazabicyclo[2.2.1]heptan-2-yl]pyrimidin-4-yl}amino)-[1,3]thiazolo[5,4-c]pyridin-2-yl]pyridine-2-carboxamide